Cl.C1(=CC(=CC=C1)[NH-])C1=CC=CC=C1 biphenyl-3-ylamide hydrochloride